Cl.NC1CCN(CC1)C1=C(C#N)C(=C(C=N1)C1=CC(=C(C=C1)N1CCOCC1)O)C1=CC(=C(C=C1)C#N)F 2-(4-aminopiperidin-1-yl)-4-(4-cyano-3-fluorophenyl)-5-(3-hydroxy-4-morpholinophenyl)nicotinonitrile hydrochloride